2-methyl-4-[(7-{8-methyl-1H,2H,3H-pyrido[2,3-b][1,4]oxazin-7-yl}-5H,6H,7H,8H-pyrido[3,4-d]pyrimidin-2-yl)amino]-N-(1-methylazetidin-3-yl)benzamide CC1=C(C(=O)NC2CN(C2)C)C=CC(=C1)NC=1N=CC2=C(N1)CN(CC2)C2=C(C1=C(OCCN1)N=C2)C